2-Benzyloxy-8-[[6-[(tert-butoxycarbonylamino)carbamoyl]-5-nitro-3-(trifluoromethyl)-2-pyridyl]amino]-6,6-dimethyl-2-(trifluoromethyl)octanoic acid C(C1=CC=CC=C1)OC(C(=O)O)(CCCC(CCNC1=NC(=C(C=C1C(F)(F)F)[N+](=O)[O-])C(NNC(=O)OC(C)(C)C)=O)(C)C)C(F)(F)F